NC=1C(=NC=NC1Cl)NC=1C(=CC(=C(C1)C1=CC=C(C(=O)N(C)C)C=C1)F)N1C[C@H](N([C@H](C1)C)C)C 4-[5-[(5-amino-6-chloro-pyrimidin-4-yl)amino]-2-fluoro-4-[(3R,5S)-3,4,5-trimethylpiperazin-1-yl]phenyl]-N,N-dimethyl-benzamide